C(#N)C=1C=CC(=NC1)C(=O)NC1=NC(N(C=C1)[C@H]1O[C@@H]([C@H]([C@H]1F)O)CO)=O 5-cyano-N-(1-((2S,3R,4R,5R)-3-fluoro-4-hydroxy-5-(hydroxymethyl)tetrahydrofuran-2-yl)-2-oxo-1,2-dihydropyrimidin-4-yl)picolinamide